C(C1=CN=CC=C1)(=O)OC1=CC(=CC(=C1)C=NC=1C=NC=CC1)Br 3-bromo-5-((pyridin-3-ylimino)methyl)phenyl nicotinate